FC=1C=C(C=CC1OC1=CC=NC2=CC(=C3C(=C12)OCCO3)OCCCN(C)CCOC)N(C(=O)C3(CC3)C(=O)N)C3=CC=C(C=C3)F N-(3-fluoro-4-((5-(3-((2-methoxyethyl)(methyl)amino)propoxy)-2,3-dihydro-[1,4]dioxino[2,3-f]quinolin-10-yl)oxy)phenyl)-N-(4-fluorophenyl)cyclopropan-1,1-dicarboxamide